C1=CC=C2C(=C1)C=CC=C2CO naphthalenemethanol